C(C)(C)N(C1=NC(=NC(=C1C)NC1=NNC(=C1)C)SC1=CC=C(C=C1)C)C N4-isopropyl-N4,5-dimethyl-N6-(5-methyl-1H-pyrazol-3-yl)-2-(p-tolylthio)pyrimidine-4,6-diamine